ClC1=C(C=C(C=C1)C1CCN(C(O1)=O)C=1C=NN(C1)C1=CC=NC=C1)F 6-(4-chloro-3-fluorophenyl)-3-(1-(pyridin-4-yl)-1H-pyrazol-4-yl)-1,3-oxazinan-2-one